Cl.F[C@@H]1CN(CC1)C1=CC=C(C=N1)C=1C=C2N(N1)C(N(C2)C2=CC=NS2)=O (S)-2-(6-(3-fluoropyrrolidin-1-yl)pyridin-3-yl)-5-(isothiazol-5-yl)-4,5-dihydro-6H-imidazo[1,5-b]pyrazol-6-one hydrogen chloride salt